O=C1NC=2C=CC(=C3C=CN=C1C23)N2N=CC(=C2C(F)(F)F)C(=O)NC2=CC(=NC=C2)C(F)(F)F (2-oxo-1,2-dihydropyrrolo[2,3,4-ij]isoquinolin-6-yl)-5-trifluoromethyl-N-(2-trifluoromethylpyridin-4-yl)-1H-pyrazole-4-carboxamide